O1C=C(C=C1)C(=O)C(CCC#N)(C#CC1=CC=CC=C1)C 4-(furan-3-carbonyl)-4-methyl-6-phenyl-5-hexynenitrile